12,15-Dihydroxyheptadecanoic acid OC(CCCCCCCCCCC(=O)O)CCC(CC)O